7-bromo-1-oxa-1,2,4-benzotriazin-1-ium-3-amine BrC1=CC2=C(N=C(N=[O+]2)N)C=C1